C[C@H]1COC2=CC(=CC=C2C1=O)OC=1C(=C(C(=O)N)C=CC1)CC1=CC=NC=C1 (R)-(((S)-3-Methyl-4-oxochroman-7-yl)oxy)(pyridin-4-ylmethyl)benzamide